O=C1NC(CCC1N1N=CC2=CC=C(C=C2C1=O)NCCCOCCOCCOCCCNC(OC(C)(C)C)=O)=O tert-butyl (3-(2-(2-(3-((3-(2,6-dioxopiperidin-3-yl)-4-oxo-3,4-dihydrophthalazin-6-yl)amino)propoxy)ethoxy)ethoxy)propyl)carbamate